FC(C(=O)O)(F)F.NC=1C2=C(N=C(N1)[2H])C(=CC(=N2)C=2C=C(C=CC2)C#C[C@]2(C(N(CC2)C)=O)O)CC (R)-3-((3-(4-amino-8-ethylpyrido[3,2-d]pyrimidin-6-yl-2-d)phenyl)ethynyl)-3-hydroxy-1-methylpyrrolidin-2-one trifluoroacetate